C(C)OC(=O)C1=C(N=NC=C1C1=C(C(=CC=C1C(F)F)Cl)F)C (3-chloro-6-(difluoromethyl)-2-fluorophenyl)-3-methylpyridazine-4-carboxylic acid ethyl ester